(S)-N-[3-[4-(2-amino-6-methyl-pyrimidin-4-yl)-1,4-oxazepan-3-yl]-4-chloro-phenyl]acetamide NC1=NC(=CC(=N1)N1[C@H](COCCC1)C=1C=C(C=CC1Cl)NC(C)=O)C